C(C)(C)(C)OC(=O)N[C@@H](/C=C/C(=O)O)C (R,E)-4-((tert-butoxycarbonyl)amino)pent-2-enoic acid